7-(3-bromophenoxy)-N-[2-(2,4-dimethylphenyl)-2,2-difluoro-ethyl]pyrido[2,3-b]pyrazine-8-carboxamide BrC=1C=C(OC2=C(C=3C(=NC=CN3)N=C2)C(=O)NCC(F)(F)C2=C(C=C(C=C2)C)C)C=CC1